4-tert-butyl-2-(2-Methyl-2-propenyl)phenol C(C)(C)(C)C1=CC(=C(C=C1)O)CC(=C)C